4-((2S,5R)-4-(Bis(4-fluorophenyl)methyl)-2,5-dimethylpiperazin-1-yl)-2-chloro-7H-pyrrolo[2,3-d]pyrimidine FC1=CC=C(C=C1)C(N1C[C@@H](N(C[C@H]1C)C=1C2=C(N=C(N1)Cl)NC=C2)C)C2=CC=C(C=C2)F